ONC(=O)[C@H]1[C@@H]2CC[C@H](CN1S(=O)(=O)C=1C=NC(=CC1)OC1=CC=C(C=C1)OC(C)C)N2C(=O)N2CCOCC2 (1S,2R,5R)-N-hydroxy-3-((6-(4-isopropoxyphenoxy)pyridin-3-yl)sulfonyl)-8-(morpholine-4-carbonyl)-3,8-diazabicyclo[3.2.1]octane-2-carboxamide